CN1N=CC(=C1C1=NC(=NC=C1F)N1CCC(CC1)C(=O)NC([2H])([2H])C1=C(C(=CC(=C1)F)F)F)C 1-(4-(1,4-dimethyl-1H-pyrazol-5-yl)-5-fluoropyrimidin-2-yl)-N-((2,3,5-trifluorophenyl)methyl-d2)piperidine-4-carboxamide